O1CCCC2=CC=CC(=C12)NC=1C=C(C=2N(N1)C(=CN2)C(=O)O)N(C)CC2=CC=C(C=C2)OC 6-(chroman-8-ylamino)-8-((4-methoxybenzyl)(methyl)amino)imidazo[1,2-b]pyridazine-3-carboxylic acid